NC=1SC2=C(N=CN(C2=O)CC2=NC(=NO2)[C@@H]2CO[C@H](C2)C2=CC=C(C=C2)Cl)N1 2-amino-6-((3-((3R,5R)-5-(4-chlorophenyl)tetrahydro-furan-3-yl)-1,2,4-oxadiazol-5-yl)methyl)thiazolo[4,5-d]pyrimidin-7(6H)-one